copper N-methylolglycine C(O)NCC(=O)O.[Cu]